Methyl (S)-2-((4-((5-((2,4-dichlorobenzyl)oxy)furan-2-yl)methyl)piperazin-1-yl)methyl)-1-(oxetan-2-ylmethyl)-1H-benzo[d]imidazole-6-carboxylate ClC1=C(COC2=CC=C(O2)CN2CCN(CC2)CC2=NC3=C(N2C[C@H]2OCC2)C=C(C=C3)C(=O)OC)C=CC(=C1)Cl